2,2',7,7'-tetra(di-p-tolylamino)Spiro-9,9'-bifluorene C1(=CC=C(C=C1)N(C1=CC=2C3(C4=CC(=CC=C4C2C=C1)N(C1=CC=C(C=C1)C)C1=CC=C(C=C1)C)C1=CC(=CC=C1C1=CC=C(C=C13)N(C1=CC=C(C=C1)C)C1=CC=C(C=C1)C)N(C1=CC=C(C=C1)C)C1=CC=C(C=C1)C)C1=CC=C(C=C1)C)C